FC=1C=C2[C@H](NC=3C=CN4N=CC(C(NC[C@@]5(OC2=C(C1)C5)C)=O)=C4N3)C (3R,11R)-6-fluoro-3,11-dimethyl-10-oxa-2,13,17,18,21-pentaazapentacyclo[13.5.2.18,11.04,9.018,22]tricosa-1(21),4,6,8,15(22),16,19-heptaen-14-one